[Cl-].[Ti+3].[Cl-].[Cl-] Titanium(III) chloride